5-(pyridin-4-yloxy)isoindoline hydrochloride Cl.N1=CC=C(C=C1)OC=1C=C2CNCC2=CC1